C(C)(C)N1N=CC=CC1=O 2-isopropyl-pyridazin-3-one